C1(=CC=CC=C1)C1CCCCCCC1=O phenylcyclooctane-8-one